ClC1=C(C=CC=C1)N1N=C(C=C1C1=CC(=CC=C1)OC1CC1)CO [1-(2-chlorophenyl)-5-(3-cyclopropoxyphenyl)-1H-pyrazol-3-yl]methanol